6-methyl-5-(1-((1-methyl-1H-pyrazol-3-yl)methoxy)ethyl)indolizine-7-carboxylic acid ethyl ester C(C)OC(=O)C=1C(=C(N2C=CC=C2C1)C(C)OCC1=NN(C=C1)C)C